C(C)N1CCN(CC1)CC=1C=CC(=NC1)N 5-[(4-ethylpiperazine-1-yl)methyl]pyridine-2-amine